5-((2-methoxy-5-phenylpyridin-4-yl)oxy)pyrimidine-2,4-diamine COC1=NC=C(C(=C1)OC=1C(=NC(=NC1)N)N)C1=CC=CC=C1